FC(C1=CC=C(C=C1)N1N=NC(=C1COC1=CC=C(N=N1)N1C[C@H](NCC1)C(=O)OC)C)F methyl (S)-4-(6-((1-(4-(difluoromethyl)phenyl)-4-methyl-1H-1,2,3-triazol-5-yl)methoxy)pyridazin-3-yl)piperazine-2-carboxylate